ClC=1C=C(C(=O)NC)C=C(C1)CN1N=C(C=C1)C1=CC(=NC=C1C1CN(CC1)S(=O)(=O)C)C1=CC=C(C=C1)F 3-chloro-5-((3-(2-(4-fluorophenyl)-5-(1-(methylsulfonyl)pyrrolidin-3-yl)pyridin-4-yl)-1H-pyrazol-1-yl)methyl)-N-methylbenzamide